2-(4-methyl-1,2,5-oxadiazol-3-yl)-1-(4-(5-(4-(trifluoromethyl)phenyl)-2H-tetrazol-2-yl)piperidin-1-yl)ethan-1-one CC=1C(=NON1)CC(=O)N1CCC(CC1)N1N=C(N=N1)C1=CC=C(C=C1)C(F)(F)F